N-(beta-methoxyethyl)-aminopyrrolidine COCCN1C(CCC1)N